FC1(CC(C1)N1C[C@H]([C@H](CC1)NC1=NN2C(C(=N1)OC)=C(C=C2)C=2C=CC1=C(N(N=N1)CC)C2)F)F N-((3R,4S)-1-(3,3-difluorocyclobutyl)-3-fluoropiperidin-4-yl)-5-(1-ethyl-1H-benzo[d][1,2,3]triazol-6-yl)-4-methoxypyrrolo[2,1-f][1,2,4]triazin-2-amine